2-(2-pyridyl)quinazolin-4(3H)-one N1=C(C=CC=C1)C1=NC2=CC=CC=C2C(N1)=O